ClC1=C(C(=O)NC2=C3C=NN(C3=CC=C2)C=2C=NC=C(C2)C)C(=CC=C1CNC(C(C)(C)C)=O)Cl 2,6-Dichloro-3-{[(2,2-dimethylpropanoyl)amino]methyl}-N-[1-(5-methylpyridin-3-yl)-1H-indazol-4-yl]benzamide